N1(CCCCC1)C=1C=CC2=C(N(CCCC2)CC2=CC=C(C(=O)NO)C=C2)C1 4-((8-(piperidin-1-yl)-2,3,4,5-tetrahydro-1H-benzo[b]azepin-1-yl)methyl)-N-hydroxybenzamide